The molecule is an organic heterotetracyclic compound resulting from the formal dimerisation of gallic acid by oxidative aromatic coupling with intramolecular lactonisation of both carboxylic acid groups of the resulting biaryl. It is found in many fruits and vegetables, including raspberries, strawberries, cranberries, and pomegranates. It has a role as an antioxidant, a food additive, a plant metabolite, an EC 5.99.1.2 (DNA topoisomerase) inhibitor, an EC 5.99.1.3 [DNA topoisomerase (ATP-hydrolysing)] inhibitor, an EC 1.14.18.1 (tyrosinase) inhibitor, an EC 2.3.1.5 (arylamine N-acetyltransferase) inhibitor, an EC 2.4.1.1 (glycogen phosphorylase) inhibitor, an EC 2.5.1.18 (glutathione transferase) inhibitor, an EC 2.7.1.127 (inositol-trisphosphate 3-kinase) inhibitor, an EC 2.7.1.151 (inositol-polyphosphate multikinase) inhibitor, an EC 2.7.4.6 (nucleoside-diphosphate kinase) inhibitor, a skin lightening agent, a fungal metabolite and an EC 2.7.7.7 (DNA-directed DNA polymerase) inhibitor. It is an organic heterotetracyclic compound, a cyclic ketone, a lactone, a member of catechols and a polyphenol. It derives from a gallic acid. C1=C2C3=C(C(=C1O)O)OC(=O)C4=CC(=C(C(=C43)OC2=O)O)O